8-bromo-N-(4-methoxybenzyl)tetrazolo[1,5-a]quinoxalin-4-amine BrC1=CC=C2N=C(C=3N(C2=C1)N=NN3)NCC3=CC=C(C=C3)OC